(1S,5S,6R)-3-(ethoxycarbonyl)-5,6-dihydroxycyclohex-2-en-1-yl 4-nitrobenzoate [N+](=O)([O-])C1=CC=C(C(=O)O[C@H]2C=C(C[C@@H]([C@H]2O)O)C(=O)OCC)C=C1